C(#N)C=1N=C(NC1C#N)C(F)(F)F 4,5-dicyano-2-(trifluoromethyl)imidazol